C(C)(C)(C)OC(=O)N1C(C(CC1)[N+](=O)[O-])COC1CCC(CC1)OCCC1=CC=CC=C1 2-({[4-(Benzylmethoxy)cyclohexyl]oxy}methyl)-3-nitropyrrolidine-1-carboxylic acid tert-butyl ester